2-R-methoxy-3-(4-aminophenyl)propionic acid CO[C@@H](C(=O)O)CC1=CC=C(C=C1)N